Cl.CN1N=C(C=C1)OC1(CCNCC1)C(=O)OC methyl 4-[(1-methyl-1H-pyrazol-3-yl)oxy]piperidine-4-carboxylate hydrochloride